1-(2-benzyl-4-(1-methyl-1H-pyrazol-3-yl)-5,8-dihydropyrido[3,4-d]pyrimidin-7(6H)-yl)propan-1-one C(C1=CC=CC=C1)C=1N=C(C2=C(N1)CN(CC2)C(CC)=O)C2=NN(C=C2)C